CC1=C(N=CN1C[C@H]1OCC1)C#N (S)-5-methyl-1-(oxetan-2-ylmethyl)-1H-imidazole-4-carbonitrile